3-(5-((4-(1-(4-(5,7-dimethoxy-4-oxo-3,4-dihydroquinazolin-2-yl)phenyl)piperidine-4-yl)piperazin-1-yl)methyl)-1-oxoisoindolin-2-yl)piperidine-2,6-dione COC1=C2C(NC(=NC2=CC(=C1)OC)C1=CC=C(C=C1)N1CCC(CC1)N1CCN(CC1)CC=1C=C2CN(C(C2=CC1)=O)C1C(NC(CC1)=O)=O)=O